2-((1R,3aR,6S,7R,7aS)-7-((E)-2-(5-(2-cyanophenyl)pyridin-2-yl)vinyl)-5,5-difluoro-1,6-dimethyl-3-oxooctahydroisobenzofuran-3a-yl)propanamide C(#N)C1=C(C=CC=C1)C=1C=CC(=NC1)/C=C/[C@H]1[C@@H](C(C[C@]2(C(O[C@@H]([C@@H]12)C)=O)C(C(=O)N)C)(F)F)C